((4-((4-([1,1'-biphenyl]-3-yl)-5-chloropyrimidin-2-yl)amino)phenyl)sulfonyl)glycine C1(=CC(=CC=C1)C1=NC(=NC=C1Cl)NC1=CC=C(C=C1)S(=O)(=O)NCC(=O)O)C1=CC=CC=C1